(R)-3-((6-bromopyridin-3-yl)oxy)-2-((tert-butyldimethylsilyl)oxy)-propanoic acid tert-butyl ester C(C)(C)(C)OC([C@@H](COC=1C=NC(=CC1)Br)O[Si](C)(C)C(C)(C)C)=O